COC(C1=C(C=CC=C1)C1=NC(=NC=C1C)Cl)=O (2-chloro-5-methylpyrimidin-4-yl)benzoic acid methyl ester